BrCCCCOC1=CC=C2C=CC(NC2=C1)=O 7-(4-bromobutoxy)quinolin-2(1H)-one